(5-(1-(4-ethylphenyl)-1H-pyrazol-4-yl)-1H-indol-3-yl)-3,3,3-trifluoro-2-hydroxypropanamide C(C)C1=CC=C(C=C1)N1N=CC(=C1)C=1C=C2C(=CNC2=CC1)C(C(=O)N)(C(F)(F)F)O